1-fluoro-8-methyl-7a,8,9,10-tetrahydro-7H-indolo[7,1-fg][1,7]naphthyridine FC1=CC=C2C=CN3C2=C1C1=CCCN(C1C3)C